BrC1=CC=C(C=C1)C1=CC(=NO1)C(=O)N1CCOCC1 (5-(4-bromophenyl)isoxazole-3-yl)(morpholino)methanone